FC1=C(C=C2C(=C(N(C2=C1)C=1C=NN(C1)CCC)C)NC(NC1=CC=C(C(=O)O)C=C1)=O)OC 4-(3-(6-fluoro-5-methoxy-2-methyl-1-(1-propyl-1H-pyrazol-4-yl)-1H-indol-3-yl)ureido)benzoic acid